2-chloro-4-cyclopropyl-6-(3-hydroxyazetidin-1-yl)pyridine-3,5-dicarbonitrile ClC1=NC(=C(C(=C1C#N)C1CC1)C#N)N1CC(C1)O